zinc trisodium hexaoxide [O-]OOOO[O-].[Na+].[Na+].[Na+].[Zn+2]